sodium mono-octadecylamide C(CCCCCCCCCCCCCCCCC)[NH-].[Na+]